C(#N)C1=C(C=CC=C1)N1CCC(CC1)CN1C(=NC2=CC=C(C=C2C1=O)NC(=O)C=1SC=CC1)CC N-[3-[[1-(2-cyanophenyl)-4-piperidyl]methyl]-2-ethyl-4-oxo-quinazolin-6-yl]thiophene-2-carboxamide